ClC1=C(C=CC(=C1C1C(NC(CC1)=O)=O)CC=1OC=CN1)C1=CC(=CC=C1)F 3-(2-chloro-3'-fluoro-4-(oxazol-2-ylmethyl)-[1,1-biphenyl]-3-yl)piperidine-2,6-dione